(S)-N-(8,9-Difluoro-6-oxo-1,4,5,6-tetrahydro-2H-pyrano[3,4-c]isoquinolin-1-yl)-3'-fluoro-N-methyl-[1,1'-biphenyl]-3-carboxamide FC=1C(=CC=2C3=C(NC(C2C1)=O)COC[C@H]3N(C(=O)C=3C=C(C=CC3)C3=CC(=CC=C3)F)C)F